C(C)(C)(C)OC(=O)N1CCN(CCC1)S(=O)(=O)C1=CC(=CC=C1)Br 4-((3-bromophenyl)sulfonyl)-1,4-diazepan-1-carboxylic acid tert-butyl ester